2-(Cyclopentyloxy)-4-methyl-6-(((2R,4S)-4-((2-oxo-1,2-dihydro-1,6-naphthyridin-7-yl)oxy)pyrrolidin-2-yl)methoxy)benzoic acid C1(CCCC1)OC1=C(C(=O)O)C(=CC(=C1)C)OC[C@@H]1NC[C@H](C1)OC1=NC=C2C=CC(NC2=C1)=O